C(C)OC1=CC=C(CNCC=C)C=C1 N-(4-ethoxybenzyl)prop-2-en-1-amine